N-(8-acetyl-3-(4-(((R)-1-(3-(difluoromethyl)-2-fluorophenyl)prop-2-yn-1-yl)amino)-8-methyl-7-oxo-7,8-dihydropyrido[2,3-d]pyrimidin-6-yl)-8-azabicyclo[3.2.1]octan-3-yl)acetamide C(C)(=O)N1C2CC(CC1CC2)(C2=CC1=C(N=CN=C1N[C@H](C#C)C1=C(C(=CC=C1)C(F)F)F)N(C2=O)C)NC(C)=O